CN1C2CCC(C1)C2 2-methyl-2-aza-bicyclo[2.2.1]heptane